N-(2-(2,6-dioxopiperidin-3-yl)-1,3-dioxoisoindolin-5-yl)-[1,1'-biphenyl]-2-sulfonamide O=C1NC(CCC1N1C(C2=CC=C(C=C2C1=O)NS(=O)(=O)C=1C(=CC=CC1)C1=CC=CC=C1)=O)=O